(Z)-1-(3-(2-isopropyl-5-methoxyphenyl)-4-oxothiazolidin-2-ylidene)-3-(4-(1-(3-(trifluoromethoxy)phenyl)-1H-1,2,4-triazol-3-yl)phenyl)urea C(C)(C)C1=C(C=C(C=C1)OC)N1/C(/SCC1=O)=N/C(=O)NC1=CC=C(C=C1)C1=NN(C=N1)C1=CC(=CC=C1)OC(F)(F)F